3,5-di-tert-butyl-4-hydroxy-benzylidenemalononitrile C(C)(C)(C)C=1C=C(C=C(C#N)C#N)C=C(C1O)C(C)(C)C